ClC(=O)OC(Cl)(Cl)Cl trichloromethyl chloroformate